4-fluoro-pyrrolidine-1-carboxylic acid tert-butyl ester C(C)(C)(C)OC(=O)N1CCC(C1)F